C(C1=CC=CC=C1)OC=1C(C=CN2C1C(N(C1N2C(CCCCC1)C1=CC=CC=C1)C)=O)=O 4-(benzyloxy)-6-methyl-12-phenyl-6,6a,7,8,9,10,11,12-octahydropyrido[1',2':1,6][1,2,4]triazino[2,3-a]azocine-3,5-dione